2-(4-(3-(4-Fluorophenyl)ureido)phenyl)-N-methyl-1,5-naphthyridine-4-carboxamide FC1=CC=C(C=C1)NC(NC1=CC=C(C=C1)C1=NC2=CC=CN=C2C(=C1)C(=O)NC)=O